1-methylsulfonyloxy-2,3-bis(acetyloxymethyl)benzene CS(=O)(=O)OC1=C(C(=CC=C1)COC(C)=O)COC(C)=O